C(C)(C)OC1=C(C=CC(=C1)OC(C)C)O 2,4-diisopropyloxyphenol